(R)-(6-(4-(2-(difluoromethoxy)phenyl)piperidin-1-yl)-2-azaspiro[3.4]oct-2-yl)(oxetan-3-yl)methanone citrate C(CC(O)(C(=O)O)CC(=O)O)(=O)O.FC(OC1=C(C=CC=C1)C1CCN(CC1)[C@H]1CC2(CN(C2)C(=O)C2COC2)CC1)F